2-(2,6-difluorobenzoylamino)propionic acid FC1=C(C(=O)NC(C(=O)O)C)C(=CC=C1)F